2-(ethyl sulfonyl)-4-(trifluoromethyl)phenyl-1-methyl-1H-imidazole-5-carboxylate C(C)S(=O)(=O)C1=C(C=CC(=C1)C(F)(F)F)OC(=O)C1=CN=CN1C